3-(2-(2,5-dioxo-2,5-dihydro-1H-pyrrol-1-yl)acetamido)propanoic acid O=C1N(C(C=C1)=O)CC(=O)NCCC(=O)O